C(C1=CC=CC=C1)OC=1C=C(C=CC1)C=1C=CC=2N(N1)C=C(N2)CC(=O)OCC ethyl 2-(6-(3-(benzyloxy)phenyl)imidazo[1,2-b]pyridazin-2-yl)acetate